CC=1C=C(C=CC1)NC1=CC(=CC=C1)C di(3-methylphenyl)amine